FC(S(=O)(=O)NS(=O)(=O)C(F)(F)F)(F)F.C(CCC)N1C=NC=C1 1-butylimidazole bis(trifluoromethanesulfonyl)amine salt